3'-((4-(((2-hydroxyethyl)amino)methyl)-6-methoxypyrimidin-2-yl)amino)-2'-methyl-[1,1'-biphenyl]-3-ol OCCNCC1=NC(=NC(=C1)OC)NC=1C(=C(C=CC1)C1=CC(=CC=C1)O)C